S1C=NC2=C1C=CC(=C2)CN(C(C(=O)OC)=O)C(C)C2CCOCC2 methyl 2-((benzo[d]thiazol-5-ylmethyl)(1-(tetrahydro-2H-pyran-4-yl)ethyl)amino)-2-oxoacetate